5-(2,4-difluorophenyl)-4-methoxy-1H-pyrrole-3-carbonitrile FC1=C(C=CC(=C1)F)C1=C(C(=CN1)C#N)OC